C1(CC1)C=1C=CC(=C(C1)NC(NC1=C(C=C(OCC2=CC(=NC=C2)NC(C)=O)C=C1)F)=O)F N-(4-{4-[3-(5-Cyclopropyl-2-fluoro-phenyl)-ureido]-3-fluoro-phenoxymethyl}-pyridin-2-yl)-acetamide